3-bromo-1-(3-chloropyridin-2-yl)-N-(2,4-dichloro-6-(tert-butylcarbamoyl)phenyl)-N-methyl-1H-pyrazole-5-carboxamide BrC1=NN(C(=C1)C(=O)N(C)C1=C(C=C(C=C1C(NC(C)(C)C)=O)Cl)Cl)C1=NC=CC=C1Cl